1-(4-(7-(Benzyloxy)-3-(3,6-dihydro-2H-pyran-4-yl)-2H-benzopyran-4-yl)-2-fluorobenzeneyl)-4-(dimethoxymethyl)piperidine C(C1=CC=CC=C1)OC1=CC2=C(C(=C(CO2)C=2CCOCC2)C2=CC(=C(C=C2)N2CCC(CC2)C(OC)OC)F)C=C1